C(=O)O.C1(CC1)C=1C=CC=2N(C1)C=C(N2)COC2=NC(=NC(=C2)NCC2=C(C=C(C=C2C)C(NO)=N)C)CCC(=O)O 3-(4-((6-cyclopropylimidazo[1,2-a]pyridin-2-yl)methoxy)-6-((4-(N-hydroxycarbamimidoyl)-2,6-dimethylbenzyl)amino)pyrimidin-2-yl)propanoic acid formic acid salt